CC([C@@H](C(=O)O)N1C([C@@H](CC1)NC(=O)C1[N@@](C1)C(C1=CC=CC=C1)(C1=CC=CC=C1)C1=CC=CC=C1)=O)C (S)-3-methyl-2-((R)-2-oxo-3-((R)-1-tritylaziridine-2-carboxamido)pyrrolidin-1-yl)butanoic acid